(2-Aminoacetamido)-N-(4,5-dimethylthiazol-2-yl)benzamide NCC(=O)NC1=C(C(=O)NC=2SC(=C(N2)C)C)C=CC=C1